NC=1N=C(C=C2C=C(N=CC12)NC(=O)NC1=C(C=CC=C1)C#N)C=1C=NC=CC1C 1-[8-amino-6-(4-methyl-3-pyridyl)-2,7-naphthyridin-3-yl]3-(2-cyanophenyl)urea